C(C)=[N+](CCCC)[O-] N-ethylidenebutylamine-N-oxide